N2-(4,4-difluoro-4-(piperidin-4-yl)butyl)-6-methylpyrimidine-2,4-diamine FC(CCCNC1=NC(=CC(=N1)N)C)(C1CCNCC1)F